C(#N)C1=CC(=C(O[C@H](C(=O)O)C)C=C1)C(CC)(F)F (2S)-2-[4-cyano-2-(1,1-difluoropropyl)phenoxy]propionic acid